N1(N=CC2=CC=CC=C12)C=1N=C(C2=C(N1)C=CC=N2)N2CCOCC2 4-(2-indazol-1-ylpyrido[3,2-d]pyrimidin-4-yl)morpholine